ClC=1C2=C(N(C(N1)=O)C=1C(=NC=CC1SC)C(C)C)N=C(C(=C2)F)Cl 4,7-dichloro-6-fluoro-1-(2-isopropyl-4-(methylthio)pyridin-3-yl)pyrido[2,3-d]pyrimidin-2(1H)-one